3-methyl-3-sulphanylhexanol CC(CCO)(CCC)S